3-(cyclobutylmethyl)-9-(((2E,6E)-3,7,11-trimethyldodeca-2,6,10-trien-1-yl)oxy)-1,2,3,4,5,6,7,7a-octahydro-4aH-4,12-methanobenzofuro[3,2-e]isoquinoline-4a,7-diol C1(CCC1)CN1C2C3(CCC(C4C3(CC1)C1=C(O4)C(=CC=C1C2)OC\C=C(\CC\C=C(\CCC=C(C)C)/C)/C)O)O